methyl 4-[2-(2,4-dichloroanilino)-5-methyl-thiazol-4-yl]-4-ethyl-hexanoate ClC1=C(NC=2SC(=C(N2)C(CCC(=O)OC)(CC)CC)C)C=CC(=C1)Cl